(R)-4-methyl-N-(1-(2-methyl-3-(trifluoromethyl)phenyl)ethyl)-7-(piperazin-1-yl)pyrido[3,4-d]pyridazin-1-amine CC=1N=NC(=C2C1C=NC(=C2)N2CCNCC2)N[C@H](C)C2=C(C(=CC=C2)C(F)(F)F)C